3-n-propyl-cyclohexanone oxime C(CC)C1CC(CCC1)=NO